C(#N)C1=CC=2N(N=C1)C(=CC2)C2=NC=C(C(=C2)NC2CC(C2)CN(C(OC)=O)C)C(NC[C@H](C(C)(C)O)F)=O Methyl (((1R,3r)-3-((2-(3-cyanopyrrolo[1,2-b]pyridazin-7-yl)-5-(((R)-2-fluoro-3-hydroxy-3-methylbutyl)carbamoyl)pyridin-4-yl)amino)cyclobutyl)methyl)(methyl)carbamate